2-bromo-5-(1H-pyrazol-1-yl)pyridine BrC1=NC=C(C=C1)N1N=CC=C1